2,2-dimethyl-5-benzylcyclopentanone CC1(C(C(CC1)CC1=CC=CC=C1)=O)C